O=C(OCOCOCN(C)C)N(C(CC)C1=CC(=CC=C1)OC)CC1=CC(=CC=C1)OC 7-oxo-9-(3-methoxyphenyl)-8-(3-methoxybenzyl)-2,4,6-trioxa-8-aza-undecyl-N,N-dimethylamine